C1=CC=CC=2NC3=CC=CC=C3CC12 9,10-Dihydroacridin